1,1,3,3-tetramethylpropyltrimethoxysilane CC(CC(C)C)(C)[Si](OC)(OC)OC